2,5-bis(hydroxymethyl)-3,4-pyrrolidindiol OCC1NC(C(C1O)O)CO